hydroxy-3-methoxybenzyl alcohol OC(C1=CC(=CC=C1)OC)O